2,3,5-trimethyl-heptane CC(C)C(CC(CC)C)C